terpinylglycidyl ether Tert-butyl-3-(4-(((4s,7s)-4-(hydroxymethyl)-10,10,11,11-tetramethyl-3,6-dioxo-2,9-dioxa-5-aza-10-siladodecan-7-yl)carbamoyl)thiazol-2-yl)benzoate C(C)(C)(C)OC(C1=CC(=CC=C1)C=1SC=C(N1)C(N[C@H](C(N[C@H](C(OC)=O)CO)=O)CO[Si](C(C)(C)C)(C)C)=O)=O.C12(C(CCC(C1(C)C)C2)(C)C2C(COCC1C(O1)C1(C3(C(C(CC1)C3)(C)C)C31C(CCC(C3(C)C)C1)(C)C13C(CCC(C1(C)C)C3)C)C)O2)C23C(CCC(C2(C)C)C3)(C)C32C(CCC(C3(C)C)C2)C